5-glycidoxypentyl-methyl-diethoxysilane C(C1CO1)OCCCCC[Si](OCC)(OCC)C